OC1=C(C(N(CC1)CC1=CC=C(C=C1)OC1=CC(=CC=C1)C)=O)C(=O)NCC(=O)O N-({4-hydroxy-1-[4-(3-methylphenoxy)benzyl]-2-oxo-1,2,5,6-tetrahydro-3-pyridinyl}carbonyl)glycine